FC1=C(C=CC=C1)C1(C(CCCC1)=O)[N+](=O)[O-] 2-(2-fluorophenyl)-2-nitrocyclohexanone